FC=1C=C(C=C(C1OCC1=NN(C=N1)C(C1=CC=CC=C1)(C1=CC=CC=C1)C1=CC=CC=C1)OC)C1=CC(=CC=2N(C(N(C21)C)=O)CC(=O)NC2=C(C=CC=C2)OC)C(F)(F)F 2-(4-(3-fluoro-5-methoxy-4-((1-trityl-1H-1,2,4-triazol-3-yl)methoxy)phenyl)-3-methyl-2-oxo-6-(trifluoromethyl)-2,3-dihydro-1H-benzo[d]imidazol-1-yl)-N-(2-methoxyphenyl)acetamide